N-(2-(4-(1-amino-2,2,2-trifluoroethyl)phenyl)thieno[3,2-c]pyridin-4-yl)-2-fluoro-4-(1-methyl-1H-1,2,3-triazol-4-yl)-N-((R)-piperidin-3-yl)benzamide NC(C(F)(F)F)C1=CC=C(C=C1)C1=CC=2C(=NC=CC2S1)N(C(C1=C(C=C(C=C1)C=1N=NN(C1)C)F)=O)[C@H]1CNCCC1